NC1=C(N=C2N1C=CC=C2C2=CCCCC2)C(=O)NCCC 3-Amino-8-(cyclohex-1-en-1-yl)-N-propylimidazo[1,2-a]pyridine-2-carboxamide